BrC=1C(=NN(C1)CCOC)CNC 1-(4-Bromo-1-(2-methoxyethyl)-1H-pyrazol-3-yl)-N-methylmethanamine